2-(n-propylamino)-ethylamine C(CC)NCCN